methyl 4-[tert-butoxycarbonyl(methyl)amino]but-2-ynoate C(C)(C)(C)OC(=O)N(CC#CC(=O)OC)C